FC1=C(C(=C(C(=C1[B-](C1=C(C(=C(C(=C1F)F)F)F)F)(C1=C(C(=C(C(=C1F)F)F)F)F)C1=C(C(=C(C(=C1F)F)F)F)F)F)F)F)F.CC(CC)OC1=C(C=CC(=C1)[S+](C1=CC(=C(C=C1)SC1=CC=C(C=C1)C1=CC=CC=C1)OCCCC)C1=CC=CC=C1)C1=CC=CC=C1 (2-butoxy)phenyl[4-(4-biphenylylthio)-3-butoxyphenyl]4-biphenylylsulfonium tetrakis(pentafluorophenyl)borate